5-bromoindolindione BrC=1C=C2C(C(NC2=CC1)=O)=O